The molecule is a beta-D-glucoside in which a beta-D-glucopyranosyl residue is attached at position 4' of 2',4,4',6'-tetrahydroxychalcone via a glycosidic linkage. It derives from a 2',4,4',6'-tetrahydroxychalcone. It is a conjugate acid of a 2',4,4',6'-tetrahydroxychalcone 4'-O-beta-D-glucoside(1-). C1=CC(=CC=C1/C=C/C(=O)C2=C(C=C(C=C2O)O[C@H]3[C@@H]([C@H]([C@@H]([C@H](O3)CO)O)O)O)O)O